N(CCC=CC(=O)O)(CCC=CC(=O)O)CCC=CC(=O)O.N1=C(C=CC=2CCCNC12)CC[C@@H]1C[C@H](C1)OCC[C@H](NC(=O)C1(CC1)C1OCCCC1)C(=O)O O-(trans-3-(2-(5,6,7,8-tetrahydro-1,8-naphthyridin-2-yl)ethyl)cyclobutyl)-N-(1-(tetrahydro-2H-pyran-2-yl)cyclopropane-1-carbonyl)homoserine (nitrilotris(ethane-2,1-diyl))triacrylate